tert-butyl (1-(2-(1-(3-chloro-4-(2-chloroethoxy)-5-cyanophenyl)-1H-indol-5-yl)ethyl)azetidin-3-yl)carbamate ClC=1C=C(C=C(C1OCCCl)C#N)N1C=CC2=CC(=CC=C12)CCN1CC(C1)NC(OC(C)(C)C)=O